COC1=C(C=C2C3=C(N(C2=C1)C)C(=NC=C3)C)C3=CC=C(C=C3)CC 1-(4-(7-methoxy-1,9-dimethyl-9H-pyrido[3,4-b]indol-6-yl)phenyl)ethane